tert-butyl (S)-((10-bromo-4-ethyl-8-fluoro-4-hydroxy-9-methyl-3,14-dioxo-3,4,12,14-tetrahydro-1H-pyrano[3',4':6,7]indolizino[1,2-b]quinolin-11-yl)methyl)carbamate BrC=1C=2C(=C3C(=NC2C=C(C1C)F)C1=CC2=C(C(N1C3)=O)COC([C@]2(O)CC)=O)CNC(OC(C)(C)C)=O